OC1(CCN(CC1)C(C[C@@H](C)C1=CC=CC=C1)=O)CC=1C(=NC(=NC1)C1=CC=CC=C1)OC (R)-1-(4-hydroxy-4-((4-methoxy-2-phenylpyrimidin-5-yl)methyl)piperidin-1-yl)-3-phenylbutan-1-one